4-Methyl-2-(tetrahydro-2H-pyran-4-yl)-N-((R)-3,3,3-trifluoro-2-(((S)-11-oxo-2,3,10,11-tetrahydro-1H,5H-benzo[d]pyrazolo[1,2-a][1,2]diazepin-10-yl)carbamoyl)propyl)thiazol-5-carboxamid CC=1N=C(SC1C(=O)NC[C@@H](C(F)(F)F)C(N[C@H]1C2=C(CN3N(C1=O)CCC3)C=CC=C2)=O)C2CCOCC2